1-(4-chlorophenyl)-2-methyl-1H-pyrrole ClC1=CC=C(C=C1)N1C(=CC=C1)C